OC(COC1=CC=C(C=C1)C(C)(C)C1=CC=C(C=C1)OCC(COC(C(=C)C)=O)O)COC(C(=C)C)=O 2,2-Bis[4-(2-Hydroxy-3-methacryloxypropoxy)phenyl]propane